C(C)(C)(C)OC(=O)O[C@@H]1[C@H]([C@H](N(C1)C(=O)OC(C)(C)C)CC1=CC=C(C=C1)OC)OC(CC1=CC=C(C=C1)N1CCOCC1)=O tert-butyl (2R,3S,4S)-4-[(tert-butoxycarbonyl)oxy]-2-[(4-methoxyphenyl) methyl]-3-({2-[4-(morpholin-4-yl)phenyl]acetyl}oxy)pyrrolidine-1-carboxylate